C(C)(=O)O[C@H]1[C@H](OC2=CN(C3=CC=C(C(=C23)Br)O)C(C)=O)O[C@@H]([C@H]([C@@H]1OC(C)=O)OC(C)=O)COC(C)=O 1-acetyl-4-bromo-5-hydroxy-1H-indol-3-yl 2,3,4,6-tetra-O-acetyl-beta-D-glucopyranoside